NC([C@H](CO)NC(=O)C1=C(OC2=C1C=C(C=C2)OCC2=CC=NC=C2)C)=O (S)-N-(1-Amino-3-hydroxy-1-oxopropan-2-yl)-2-methyl-5-(pyridin-4-ylmethoxy)benzofuran-3-carboxamide